1-isobutyl-4-nitro-2-[4-(trifluoromethyl)phenyl]imidazole C(C(C)C)N1C(=NC(=C1)[N+](=O)[O-])C1=CC=C(C=C1)C(F)(F)F